NCC1=NN=C(S1)C=1N(C2=CC=CC(=C2C1)N[C@H]1[C@H](CN(CC1)C(=O)OC(C)(C)C)F)CC(F)(F)F Tert-butyl (3S,4R)-4-((2-(5-(aminomethyl)-1,3,4-thiadiazol-2-yl)-1-(2,2,2-trifluoroethyl)-1H-indol-4-yl)amino)-3-fluoropiperidine-1-carboxylate